(2-ethoxycyclohexan-1-yl)methylamine C(C)OC1C(CCCC1)CN